1-(3-iodophenyl)azetidin-3-ol IC=1C=C(C=CC1)N1CC(C1)O